N-benzyl-N-(1-butylpiperidin-4-yl)-5-phenyl-1H-pyrazole-3-carboxamide C(C1=CC=CC=C1)N(C(=O)C1=NNC(=C1)C1=CC=CC=C1)C1CCN(CC1)CCCC